COC1=CC=C2C(=NC=NC2=C1)C=1C(=NN(C1)C)C1=CC=CC=C1 Cis-rac-7-methoxy-4-(1-methyl-3-phenyl-1H-pyrazol-4-yl)quinazolin